3,3-Dimethoxythietane COC1(CSC1)OC